L-1,3-propylene glycol C(CCO)O